methacryloyloxypropyl-methyldimethoxysilane C(C(=C)C)(=O)OCCC[Si](OC)(OC)C